5-(1-ethyl-1H-benzo[d][1,2,3]triazol-6-yl)-N-(2-(4-methylpiperazin-1-yl)pyridin-4-yl)-7H-pyrrolo[2,3-d]pyrimidin-2-amine C(C)N1N=NC2=C1C=C(C=C2)C2=CNC=1N=C(N=CC12)NC1=CC(=NC=C1)N1CCN(CC1)C